NC1=NC(=C(C=2N1C(N(N2)CC=2N=NC=CC2)=O)C2=CC(=NC(=C2)C)C)C2=CC=CC=C2 5-amino-8-(2,6-dimethyl-4-pyridinyl)-7-phenyl-2-(pyridazin-3-ylmethyl)-[1,2,4]triazolo[4,3-c]pyrimidin-3-one